3,5-difluoro-4-(4-(7-isopropoxy-3-methyl-3H-[1,2,3]triazolo[4,5-d]pyrimidin-5-yl)piperazin-1-yl)benzaldehyde FC=1C=C(C=O)C=C(C1N1CCN(CC1)C=1N=C(C2=C(N1)N(N=N2)C)OC(C)C)F